COC1=C(C2=CC(=CC=C2C=C1)C1=NC=CC=C1)NC(C=C)=O N-[2-methoxy-7-(pyridin-2-yl)naphthalen-1-yl]prop-2-enamide